C(OC1C(OCC1)CO)(OC1COC(CCCCCCCCCCCC(OC1)=O)=O)=O (hydroxymethyl)tetrahydrofuran-3-yl (6,18-dioxo-1,5-dioxacyclooctadecan-3-yl) carbonate